ClC1=C(C=O)C(=CC(=C1)C1=CN(C(C(=C1C)C)=O)C)OC 2-chloro-6-methoxy-4-(1,4,5-trimethyl-6-oxo-1,6-dihydropyridin-3-yl)benzaldehyde